2-Chloro-6-(trifluoromethyl)pyrimidine-4-carboxylic acid methyl ester COC(=O)C1=NC(=NC(=C1)C(F)(F)F)Cl